C(#N)C=1C=C(C=CC1)C=1N(C=C(N1)C)OCC1=CC=C(C=C1)C 2-(3-Cyanophenyl)-4-methyl-1-[(4-methylbenzyl)oxy]-1H-imidazol